2-methyl-3-(prop-2-enyloxymethyl)oxirane CC1OC1COCC=C